C1=CC=C2C(C=CC2=C1)O indenol